ClC1=NC(=CC=C1C1=CC2=C(O[C@@H](CN2)[C@@H](C2=CC=CC=C2)NCCC2=CC=C(C#N)C=C2)N=C1)C(C)C 4-(2-(((R)-((S)-7-(2-chloro-6-isopropylpyridin-3-yl)-2,3-dihydro-1H-pyrido[2,3-b][1,4]oxazin-3-yl)(phenyl)methyl)amino)ethyl)benzonitrile